C1(=CC=CC=C1)CC1=C(N)C(=CC(=C1)C)CC1=CC=CC=C1 2,6-diphenylmethyl-4-methylaniline